CC\C=C/CCCCCCCC cis-3-dodecene